CC=1OC(=CC1CN)C (2,5-dimethylfuran-3-yl)methanamine